[4,4'-bipyridine]-3-carboxylic acid tert-butyl ester C(C)(C)(C)OC(=O)C=1C=NC=CC1C1=CC=NC=C1